tetrabutyl-1,4-butanediamine C(CCC)C(C(N)(CCCC)CCCC)(CCN)CCCC